Cl.FC(C1=CC=C(C=N1)C(N)C=1N=C(SC1)C(F)(F)F)(F)F (6-(trifluoromethyl)pyridin-3-yl)(2-(trifluoromethyl)thiazol-4-yl)methanamine hydrochloride